FCCOC1=NN(C(=C1C)NC(=O)N[C@@H]1CN(C[C@H]1C=1C=NC=C(C1)F)CCOC)C1=CC=CC=C1 1-(3-(2-fluoroethoxy)-4-methyl-1-phenyl-1H-pyrazol-5-yl)-3-((3S,4R)-4-(5-fluoropyridin-3-yl)-1-(2-methoxyethyl)pyrrolidin-3-yl)urea